ClC=1C2=CN(N=C2C=CC1C1=CNC2=NC(=C(N=C21)C)N2CCC(CC2)(N)C)C 1-[7-(4-chloro-2-methyl-2H-indazol-5-yl)-2-methyl-5H-pyrrolo[2,3-b]pyrazin-3-yl]-4-methylpiperidin-4-amine